[OH-].C[N+](C)(C)CC1=CC=CC=C1 N,N,N-trimethylbenzyl-ammonium hydroxide